COC(=O)C1=CC2=C(N=C(S2)N2[C@H]3C[C@@H]([C@@H](C2)C3)OCC=3C(=NOC3C3CC3)C3=C(C=CC=C3Cl)Cl)C(=C1)C |r| 2-((1RS,4RS,5SR)-5-((5-cyclopropyl-3-(2,6-dichlorophenyl)isoxazol-4-yl)methoxy)-2-azabicyclo[2.2.1]hept-2-yl)-4-methylbenzo[d]thiazole-6-carboxylic acid methyl ester